N-(2,4-dichloro-6-methylbenzyl)-5-hydroxy-8-oxo-5,6,7,8-tetrahydroquinoline-5-carboxamide ClC1=C(CNC(=O)C2(C=3C=CC=NC3C(CC2)=O)O)C(=CC(=C1)Cl)C